2-hydroxy-5-[1-hydroxy-2-{N-[4-(4-hydroxyphenyl)butyl]amino}ethyl]phenolate OC1=C(C=C(C=C1)C(CNCCCCC1=CC=C(C=C1)O)O)[O-]